1,9-nonanediol diacetate C(C)(=O)OCCCCCCCCCOC(C)=O